COC([C@H](C(C)C)OC1=C(C=C(C=C1)Br)C1=NOCC1OCC)=O Methyl-(2S)-2-[4-bromo-2-(4-ethoxy-4,5-dihydroisoxazol-3-yl)phenoxy]-3-methylbutanoat